2-bromo-3,5-dimethylphenol BrC1=C(C=C(C=C1C)C)O